NC=1NC(C=2N=CN(C2N1)[C@@H]1O[C@@H]([C@H]([C@H]1O)O)CO)=O 2-amino-9-((2R,3R,4S,5R)-3,4-dihydroxy-5-(hydroxymethyl)tetrahydrofuran-2-yl)-1H-purin-6(9H)-one